2-(4-chloro-2-(N-((2S)-3-(6-fluoro-2,3-dimethylphenyl)-1-methoxy-1-oxobutan-2-yl)sulfamoyl)phenyl)acetic acid ClC1=CC(=C(C=C1)CC(=O)O)S(N[C@H](C(=O)OC)C(C)C1=C(C(=CC=C1F)C)C)(=O)=O